[Si](C)(C)(C(C)(C)C)COCCOCCOCCOCCOC tert-Butyldimethylsilyl-Tetraglyme